C12NC(CC2C1([2H])[2H])C(=O)N 2-azabicyclo[3.1.0]hexane-6,6-d2-3-carboxamide